3-(((R)-7-((2S,4R)-2-(3,4-difluorophenyl)-4-(methylamino)piperidine-1-carbonyl)-7-azaspiro[4.5]dec-10-yl)methyl)-6-phenylpyrimidin-4(3H)-one FC=1C=C(C=CC1F)[C@H]1N(CC[C@H](C1)NC)C(=O)N1CC2(CCCC2)[C@@H](CC1)CN1C=NC(=CC1=O)C1=CC=CC=C1